isobutylmethoxyaluminum C(C(C)C)[Al]OC